bis(N-(2-furylmethyl) ethylthiocarbamoyl) disulphide O1C(=CC=C1)CN(C(=S)SSC(N(CC=1OC=CC1)CC)=S)CC